Tert-butyl N-[1-[3-[1-(2,6-dioxo-3-piperidyl)-3-methyl-2-oxo-benzimidazol-4-yl]propyl]-4-piperidyl]-N-methyl-carbamate O=C1NC(CCC1N1C(N(C2=C1C=CC=C2CCCN2CCC(CC2)N(C(OC(C)(C)C)=O)C)C)=O)=O